C(C)(C)OC1(CCCCC1)OC(C)C 1,1-diisopropyloxycyclohexane